N-[(3R)-1-ethyl-3-piperidyl]-7-[2-methoxy-4-(trifluoromethyl)phenyl]-1-methyl-pyrrolo[2,3-d]pyridazin-4-amine C(C)N1C[C@@H](CCC1)NC1=C2C(=C(N=N1)C1=C(C=C(C=C1)C(F)(F)F)OC)N(C=C2)C